7-(cyclobutylmethyl)-3-(2-{[(3S)-6,6-dimethylpiperidin-3-yl]amino}-5-(trifluoromethyl)pyrimidin-4-yl)-1H,4H,5H,6H,7H,8H-pyrrolo[2,3-c]azepin-8-one C1(CCC1)CN1C(C2=C(CCC1)C(=CN2)C2=NC(=NC=C2C(F)(F)F)N[C@@H]2CNC(CC2)(C)C)=O